NC=1SC2=C(N1)C=1C=CC(=CC1OC21CCC(CC1)C(=O)OCC)Br Ethyl (4r,4'r)-2-amino-7-bromospiro[chromeno[4,3-d]thiazole-4,1'-cyclohexane]-4'-carboxylate